cis-2-octenoic acid C(\C=C/CCCCC)(=O)O